Rhodium (I) hepta-2,5-diene CC=CCC=CC.[Rh+]